C(O[2H])([2H])([2H])[2H] (2H4)-methanol